4-(6-fluoro-2-oxo-2,3-dihydro-1H-1,3-benzodiazol-1-yl)-N-(3-methoxy-4-methylphenyl)cyclohexane-1-carboxamide FC=1C=CC2=C(N(C(N2)=O)C2CCC(CC2)C(=O)NC2=CC(=C(C=C2)C)OC)C1